BrC1=C(C=C(C=C1)N1N=CC2=CC(=C(C(=C12)F)OC)F)F 1-(4-Bromo-3-fluorophenyl)-5,7-difluoro-6-methoxy-1H-indazole